Cl.FC=1C=C2CCC3(CCN(CC3)CC(=O)NO)OC2=CC1 2-(6-Fluorospiro[chromane-2,4'-piperidin]-1'-yl)-N-hydroxyacetamide hydrogen chloride salt